(1R,2S,6R,7S)-4-(6-methyl-1,3-benzothiazol-2-yl)-4-azatricyclo[5.2.1.02,6]dec-8-ene-3,5-dione CC1=CC2=C(N=C(S2)N2C([C@H]3[C@H]4C=C[C@@H]([C@H]3C2=O)C4)=O)C=C1